2-(6-(((1S,3S)-3-((6-ethyl-1,2,4-triazin-3-yl)amino)cyclopentyl)amino)pyridin-3-yl)pyridazin C(C)C1=CN=C(N=N1)N[C@@H]1C[C@H](CC1)NC1=CC=C(C=N1)N1NC=CC=C1